1-((2,2-difluorobenzo[d][1,3]dioxol-4-yl)methyl)-4-((3-fluoro-6-(thiazol-2-ylamino)pyridin-2-yl)methyl)-2-methylpiperidine-4-carboxylic acid FC1(OC2=C(O1)C=CC=C2CN2C(CC(CC2)(C(=O)O)CC2=NC(=CC=C2F)NC=2SC=CN2)C)F